C[As](O)(=O)[O-].[Na+] Monosodium methanearsonate